N-(4-(4-(3-(4-fluorophenethyl)ureido)phenoxy)-7-methoxyquinazolin-6-yl)propanamide FC1=CC=C(CCNC(NC2=CC=C(OC3=NC=NC4=CC(=C(C=C34)NC(CC)=O)OC)C=C2)=O)C=C1